BrC=1SC2=C(N1)C=C(C(=C2)O[C@H]2[C@H](CCC(C2)(F)F)O)F (1S,2R)-2-((2-bromo-5-fluorobenzo[d]thiazol-6-yl)oxy)-4,4-difluorocyclohexanol